Cl.C(C(C)C)SC=1C(=NC=CC1)CN (3-(isobutylsulfanyl)pyridin-2-yl)methylamine hydrochloride